tert-butyl N2-(((9H-fluoren-9-yl)methoxy)carbonyl)-N6-acetyllysinate C1=CC=CC=2C3=CC=CC=C3C(C12)COC(=O)N[C@@H](CCCCNC(C)=O)C(=O)OC(C)(C)C